N1(CCNCC1)C(=O)C1=CC=CC(N1)=O 6-(piperazine-1-carbonyl)-1H-pyridin-2-one